CC/C(=N/OS(=O)(=O)O)/S[C@H]1[C@@H]([C@H]([C@@H]([C@H](O1)CO)O)O)O The molecule is an alkylglucosinolic acid that consists of 1-thio-beta-D-glucopyranose attached to an -N-(sulfooxy)propanimidoyl group at the anomeric sulfur. It occurs in Lepidium sativum (garden cress) and Armoracia lapathifolia (horseraddish). A flavour component; the hydrolysis product, ethyl isothiocyanate, is very pungent and garlic-like.